ethylene glycol diiso-propyl ether C(C)(C)OCCOC(C)C